F[C@H]1CN(CC[C@H]1NC1=CC=CC=2N1N=C(C2CC(F)(F)F)C#CCC2=NNC=C2C(=O)N)C 3-(7-{[(3S,4R)-3-fluoro-1-methylpiperidin-4-yl]amino}-3-(2,2,2-trifluoroethylpyrazolo[1,5-a]pyridin-2-yl)prop-2-yn-1-yl)-1H-pyrazole-4-carboxamide